N-[(3S,4S)-3-methyl-1-(tetrahydro-2H-pyran-4-yl)-4-piperidyl]-6-[3-(5-mesyl-2-anisidino)-1-propynyl]-1-(2,2,2-trifluoroethyl)-1H-1,3-benzimidazole-4-carboxamide C[C@H]1CN(CC[C@@H]1NC(=O)C1=CC(=CC=2N(C=NC21)CC(F)(F)F)C#CCNC=2C(OC)=CC(=CC2)S(=O)(=O)C)C2CCOCC2